ClC1=CC(=NC=C1)C(C(F)(F)F)N 1-(4-chloropyridin-2-yl)-2,2,2-trifluoroethan-1-amine